7-([1,1'-biphenyl]-2-yl)-1H-indole-2-carboxylic acid C1(=C(C=CC=C1)C=1C=CC=C2C=C(NC12)C(=O)O)C1=CC=CC=C1